2-[2-(6-{2-[2-(3,6-dimethoxy-9-carbazolylcarbonyloxy)ethoxy]ethoxy}-2-pyridyloxy)ethoxy]ethyl 3,6-dimethoxy-9-carbazolecarboxylate COC=1C=CC=2N(C3=CC=C(C=C3C2C1)OC)C(=O)OCCOCCOC1=NC(=CC=C1)OCCOCCOC(=O)N1C2=CC=C(C=C2C=2C=C(C=CC12)OC)OC